CC(CCC=O)=CCCC(C=C)C 4,8-dimethyldeca-4,9-dienal